FC=1C(=NC=CC1)CN (3-fluoro-2-pyridyl)methanamine